BrC1=CC=C(C=C1)C1=CC(=C(C(=C1)F)C(N)=N)F 4'-bromo-3,5-difluoro-[1,1'-biphenyl]-4-carboximidamide